[Pt](Cl)Cl.NC1C(CCCC1)N 1,2-Diaminocyclohexane platinum (II) chloride